NC1=CC=C(C=C1)C[C@@H](C(=O)NC1=CC=C(C=C1)C(NO)=O)NC(\C=C\C1=C(C=CC(=C1)OC)OC)=O (2S)-3-(4-aminophenyl)-2-[[(E)-3-(2,5-dimethoxyphenyl)prop-2-enoyl]amino]-N-[4-(hydroxycarbamoyl)phenyl]propanamide